ClC=1C=CC2=C(C[C@@H](CC=3N2C(=NN3)[C@@H]3CC[C@H](CC3)OC3=NC=CC=C3)NC(OC(C)(C)C)=O)C1 tert-butyl {(5S)-8-chloro-1-[trans-4-(pyridin-2-yloxy)cyclohexyl]-5,6-dihydro-4H-[1,2,4]triazolo[4,3-a][1]benzazepin-5-yl}carbamate